2-aminophenylethyleneglycol NC1=C(C=CC=C1)C(CO)O